BrC=1C=C(C(=C(C(=O)O)C1)O)O 5-Bromo-2,3-dihydroxybenzoic acid